8-(pyridin-4-yl)imidazo[1,2-a]pyridin N1=CC=C(C=C1)C=1C=2N(C=CC1)C=CN2